N=1N=CN2C=NC(=CC21)OC2=C(C=C(C=C2)NC2=NC=NC1=CC=C(C=C21)NC=2OC[C@H](N2)C)C (R)-N4-(4-([1,2,4]triazolo[4,3-c]pyrimidin-7-yloxy)-3-methylphenyl)-N6-(4-methyl-4,5-dihydrooxazol-2-yl)quinazolin-4,6-diamine